(Z)-5-(naphthalen-2-yl)-3-phenylpent-2-enoic acid C1=C(C=CC2=CC=CC=C12)CC/C(=C/C(=O)O)/C1=CC=CC=C1